(R)-N-(2-(4-cyanothiazolidin-3-yl)-2-oxoethyl)-6-(3-hydroxy-3-methylazetidin-1-yl)-quinoline-4-carboxamide C(#N)[C@H]1N(CSC1)C(CNC(=O)C1=CC=NC2=CC=C(C=C12)N1CC(C1)(C)O)=O